9-decenic acid C(CCCCCCCC=C)(=O)O